C(C)C1=NC(=NO1)C1=CC2=C([C@@H](CO2)NC(OCCO)=O)C=C1 2-hydroxyethyl (S)-(6-(5-ethyl-1,2,4-oxadiazol-3-yl)-2,3-dihydrobenzofuran-3-yl)carbamate